4-(4-(1-(3-Fluorobenzyl)azetidine-3-carbonyl)-3,4-dihydro-2H-pyrido[4,3-b][1,4]oxazin-8-yl)piperazine-1-carbonitrile FC=1C=C(CN2CC(C2)C(=O)N2C3=C(OCC2)C(=CN=C3)N3CCN(CC3)C#N)C=CC1